1-[2-(1,1-dioxo-1lambda~6~-thiomorpholin-4-yl)ethyl]-4-[3-(1-ethyl-3-methyl-1H-pyrazol-5-yl)-1H-1,2,4-triazol-5-yl]-1H-indazole-6-carboxamide O=S1(CCN(CC1)CCN1N=CC2=C(C=C(C=C12)C(=O)N)C1=NC(=NN1)C1=CC(=NN1CC)C)=O